C(C)(C)(C)C1=NC(=NO1)C(=O)NC1CC2(C1)CN(CC2)C=2C=1N(C=C(N2)C=2C=NN(C2)C)N=CC1 5-(tert-butyl)-N-(6-(6-(1-methyl-1H-pyrazol-4-yl)pyrazolo[1,5-a]pyrazin-4-yl)-6-azaspiro[3.4]oct-2-yl)-1,2,4-oxadiazole-3-carboxamide